N-((5-cyclopropyl-1H-indazol-4-yl)methyl)-5-(difluoromethyl)-thiophene-3-carboxamide C1(CC1)C=1C(=C2C=NNC2=CC1)CNC(=O)C1=CSC(=C1)C(F)F